C1=CC=CC=2C3=CC=CC=C3C(C12)N([C@H](C(=O)O)CC1=CC(=CC=C1)OC)C(=O)OC (2S)-2-(9H-fluoren-9-yl-methoxycarbonyl-amino)-3-(3-methoxyphenyl)propanoic acid